(3R,5R,6S)-5-(3-chlorophenyl)-6-(4-chlorophenyl)-3-((3-hydroxyisoxazole-5-yl)methyl)-3-methyl-1-(pentan-3-yl)piperidin-2-one ClC=1C=C(C=CC1)[C@H]1C[C@](C(N([C@@H]1C1=CC=C(C=C1)Cl)C(CC)CC)=O)(C)CC1=CC(=NO1)O